BrC=1C=C(C=CC1)CN1C=NNC1=O 4-[(3-bromophenyl)methyl]-1H-1,2,4-triazol-5-one